acetic acid [(2s,3s,4e,6s,7s,10s)-7,10-dihydroxy-2-[(2e,4e)-8-[2-(methoxymethyl) phenyl]-6-methylocta-2,4-dien-2-yl]-3,7-dimethyl-12-oxo-1-oxododec-4-en-6-yl] ester O[C@]([C@H](/C=C/[C@@H]([C@H](C=O)\C(\C)=C\C=C\C(CCC1=C(C=CC=C1)COC)C)C)OC(C)=O)(CC[C@@H](CC=O)O)C